tert-butyl N-[[1-[1-(2,6-dioxo-3-piperidyl)-3-methyl-2-oxo-benzimidazol-4-yl]-4-piperidyl]methyl]-N-methyl-carbamate O=C1NC(CCC1N1C(N(C2=C1C=CC=C2N2CCC(CC2)CN(C(OC(C)(C)C)=O)C)C)=O)=O